2-[(6-bromo-2-pyridyl)oxymethyl]-5-[3-(difluoromethyl)cyclobutoxy]-1,3,4-thiadiazole BrC1=CC=CC(=N1)OCC=1SC(=NN1)OC1CC(C1)C(F)F